ClC1=C(CN2C(=C(C3=CC(=CC=C23)C(=O)OCC=C)C)C)C=C(C=C1)O[C@H](C(=O)OC)C (S)-allyl 1-(2-chloro-5-((1-methoxy-1-oxopropan-2-yl)oxy)benzyl)-2,3-dimethyl-1H-indole-5-carboxylate